C(C)OC1=C(C=CC(=C1)CC)OC(C1=CC=C(C=C1)C)=O 4-methylbenzoic acid 2-ethoxy-4-ethylphenyl ester